3-methoxyoctylamine COC(CCN)CCCCC